(2-(3-chlorophenyl)pyrazolo[1,5-a]pyrimidin-6-yl)(2-hydroxy-5-nitrophenyl)methanone methyl-(4-hydroxy)benzoate COC(C1=CC=C(C=C1)O)=O.ClC=1C=C(C=CC1)C1=NN2C(N=CC(=C2)C(=O)C2=C(C=CC(=C2)[N+](=O)[O-])O)=C1